C[C@@]12C(=O)CC[C@H]1[C@@H]1CCC3=CC(=O)CC[C@]3(C)[C@H]1CC2 androstenedione